BrC1=CC2=C(N=C(O2)C2CN(C2)C(=O)OC(C)(C)C)C=C1 tert-butyl 3-(6-bromo-1,3-benzoxazol-2-yl)azetidine-1-carboxylate